1-amino-3-benzyloxy-N-methyl-4-oxo-1,4-dihydropyridine-2-carboxamide NN1C(=C(C(C=C1)=O)OCC1=CC=CC=C1)C(=O)NC